3-(3-chlorobenzyl)-6-(4-bromobenzyl)-2,3,4,6-tetrahydropyrido[3,4-c][1,8]naphthyridine-5(1H)-one ClC=1C=C(CN2CC=3C(N(C=4N=CC=CC4C3CC2)CC2=CC=C(C=C2)Br)=O)C=CC1